N-(3-carbamoyl-1-chloro-2-naphthyl)-2-(3-chloro-2-pyridyl)-5-(difluoromethyl)pyrazole-3-carboxamide C(N)(=O)C=1C(=C(C2=CC=CC=C2C1)Cl)NC(=O)C=1N(N=C(C1)C(F)F)C1=NC=CC=C1Cl